CN(S(=O)(=O)C)C1=C(C=CC(=C1)C#C[Si](C)(C)C)[N+](=O)[O-] N-methyl-N-(2-Nitro-5-((trimethylsilyl)ethynyl)phenyl)methanesulfonamide